(E)-1-(3-(pyridin-2-yl)acryloyl)-1,5,6,7-tetrahydro-2H-azepin-2-one N1=C(C=CC=C1)C=CC(=O)N1C(\C=C\CCC1)=O